5-cyclopropyl-1-(4-methoxybenzyl)-N3-methyl-1H-pyrazole-3,5-dicarboxamide C1(CC1)C1(C=C(NN1CC1=CC=C(C=C1)OC)C(=O)NC)C(=O)N